The molecule is a mannosylated ceramide phosphoinositol compound having a hexacosanoyl group attached to the ceramide nitrogen, with no hydroxylation at C-4 of the long-chain base or on the very-long-chain fatty acid. It derives from an Ins-1-P-Cer(d18:0/26:0). CCCCCCCCCCCCCCCCCCCCCCCCCC(=O)N[C@@H](COP(=O)(O)O[C@@H]1[C@@H]([C@@H]([C@H]([C@@H]([C@H]1O[C@H]2[C@H]([C@H]([C@@H]([C@H](O2)CO)O)O)O)O)O)O)O)[C@@H](CCCCCCCCCCCCCCCCC)O